3-ethoxyandrost-3,5-diene-17-one C(C)OC1=CC2=CC[C@H]3[C@@H]4CCC([C@@]4(C)CC[C@@H]3[C@]2(CC1)C)=O